ClC=1C=C2C(=C(C=NC2=C(N1)Cl)C(=O)N)NCC(C)(C)C 6,8-Dichloro-4-(neopentylamino)-1,7-naphthyridine-3-carboxamide